3-hydroxy-7-octenoic acid OC(CC(=O)O)CCCC=C